4-pyrimidylpentafluorophenol N1=C(N=CC=C1)C1=C(C(=C(C(=C1F)F)OF)F)F